tert-butyl (3-(2-cyclobutyloxazole-5-carboxamido)bicyclo[1.1.1]pentan-1-yl)carbamate C1(CCC1)C=1OC(=CN1)C(=O)NC12CC(C1)(C2)NC(OC(C)(C)C)=O